N-(1-(4-(2-(2-aminopyridin-3-yl)-5-phenyl-3H-imidazo[4,5-b]pyridin-3-yl)benzyl)piperidin-4-yl)-5-cyanopyrimidine-4-carboxamide NC1=NC=CC=C1C1=NC=2C(=NC(=CC2)C2=CC=CC=C2)N1C1=CC=C(CN2CCC(CC2)NC(=O)C2=NC=NC=C2C#N)C=C1